ethyl 3-aminopyrazine-2-carboxylate NC=1C(=NC=CN1)C(=O)OCC